N[C@H]1C[C@H](CC1)C(=O)OC cis-methyl 3-aminocyclopentanecarboxylate